3-methoxy-4-((1-methylazetidin-3-yl)oxy)aniline COC=1C=C(N)C=CC1OC1CN(C1)C